S1C=NC2=C1C=CC(=C2)C[C@H]2N(C[C@@H]([C@H]2O)O[Si](C)(C)C(C)(C)C)C(=O)OC(C)(C)C tert-butyl (2R,3S,4S)-2-(1,3-benzothiazol-5-ylmethyl)-4-[(tert-butyldimethylsilyl)oxy]-3-hydroxypyrrolidine-1-carboxylate